ClC1=C(C=C2C=C(N=CC2=C1)NC(=O)C1CC1)C1CCN(CC1)[C@H]1[C@H](OCC1)C N-(7-chloro-6-(1-((2R,3R)-2-methyltetrahydrofuran-3-yl)piperidin-4-yl)isoquinolin-3-yl)cyclopropanecarboxamide